4-benzyl-3-[5-(4-bromophenyl)-4,5-dihydro-1H-pyrazol-3-yl]-6-chloro-1H-quinolin-2-one C(C1=CC=CC=C1)C1=C(C(NC2=CC=C(C=C12)Cl)=O)C1=NNC(C1)C1=CC=C(C=C1)Br